COC1=NC2=CC=CC=C2C(=C1)C=O (2-methoxyquinolin-4-yl)methanone